1-(6-methoxypyridin-3-yl)-4-methylpentan-1-one COC1=CC=C(C=N1)C(CCC(C)C)=O